methyl 3-bromo-1-(3-chloropyridin-2-yl)-1H-pyrazole-5-carboxylate BrC1=NN(C(=C1)C(=O)OC)C1=NC=CC=C1Cl